2,4,4-trimethyl-pentanoic acid methyl ester COC(C(CC(C)(C)C)C)=O